COC1=C(C=C(C=C1)C[C@H]2C3=CC(=C(C=C3CC[NH2+]2)OC)O)O The molecule is a secondary ammonium ion that is the conjugate acid of (S)-norreticuline, resulting from the protonation of the secondary amino group. The major species at pH 7.3. It is a conjugate acid of a (S)-norreticuline.